bis(stearate) zirconium [Zr+2].C(CCCCCCCCCCCCCCCCC)(=O)[O-].C(CCCCCCCCCCCCCCCCC)(=O)[O-]